N=1NC2=C3C1C1=CC=CC=C1C(C3=CC=C2)=O anthra[1,9-cd]pyrazole-6(2H)-one